5-bromomethyl-isophthalic acid dimethyl ester COC(C1=CC(C(=O)OC)=CC(=C1)CBr)=O